FC1=C(C=CC(=C1)C)C=1CSC2=CC(=CC=C2C1C1=CC=C(C=C1)O[C@@H]1CN(CC1)CCCF)O 3-(2-Fluoro-4-methylphenyl)-4-[4-[(3S)-1-(3-fluoropropyl)pyrrolidin-3-yl]oxyphenyl]-2H-thiochromen-7-ol